(O-propargyl)-guanosine C(C#C)O[C@H]1[C@@H](O[C@@H]([C@H]1O)CO)N1C=NC=2C(=O)NC(N)=NC12